FC1(CCN(CC1)C=1C=C(C=C2CN(C(C12)=O)C)NC(OC(C)(C)C)=O)F tert-Butyl (7-(4,4-difluoropiperidin-1-yl)-2-methyl-1-oxoisoindolin-5-yl)carbamate